C1(CCC1)N1C(=NC2=NC(=NC(=C12)N1CC2CCC(C1)N2)OC[C@H]2N(CC(C2)(F)F)C)OC2=CC(=CC1=CC=C(C(=C21)C#C)F)O 4-{[7-cyclobutyl-6-(3,8-diazabicyclo[3.2.1]octan-3-yl)-2-{[(2S)-4,4-difluoro-1-methylpyrrolidin-2-yl]methoxy}-7H-purin-8-yl]oxy}-5-ethynyl-6-fluoronaphthalen-2-ol